NC1C[C@@H]2CC(C[C@@H]2C1)NC1=NC=C(C(=N1)C1=CNC2=C(C=CC=C12)P(C)(C)=O)C(F)(F)F (3-(2-(((2s,3aR,5r,6aS)-5-Aminooctahydropentalen-2-yl)amino)-5-(trifluoromethyl)pyrimidin-4-yl)-1H-indol-7-yl)dimethylphosphine oxide